3,4-dichloro-N-(6-isobutyl-6-azaspiro[2.5]oct-1-yl)benzamide ClC=1C=C(C(=O)NC2CC23CCN(CC3)CC(C)C)C=CC1Cl